4-Amino-3-[6-(4-butylphenyl)pyridin-3-ylazo]naphthalin NC1=C(C=CC2=CC=CC=C12)N=NC=1C=NC(=CC1)C1=CC=C(C=C1)CCCC